CC1OC=CCC1O 2-methylhydroxy-3,4-dihydropyran